O1CCNCC(C1)CNS(=O)(=O)C N-((1,4-Oxazepan-6-yl)methyl)methanesulfonamide